C(#N)\C=C/C1(CCCC1)CNC(OC(C)(C)C)=O tert-butyl (1-[(Z)-2-cyanovinyl]cyclopentylmethyl)carbamate